(6S,7S)-7-((difluoromethyl)sulfonamido)-N-((1-fluorocyclopropyl)methyl)-6-((2,3',5'-trifluoro-[1,1'-biphenyl]-3-yl)methyl)-5-azaspiro[2.4]heptane-5-carboxamide FC(S(=O)(=O)N[C@@H]1[C@@H](N(CC12CC2)C(=O)NCC2(CC2)F)CC=2C(=C(C=CC2)C2=CC(=CC(=C2)F)F)F)F